ClC=1C(N(SC1)C)=O chloro-2-methyl-2H-isothiazol-3-one